C(C)N1N=CC(=N1)S(=O)(=O)N1C[C@]2(CC3=C(C[C@@H]2CC1)N(N=C3)C3=CC=C(C=C3)F)C(=O)C3=NC=CC(=C3)C(F)(F)F ((4aR,8aS)-6-((2-ethyl-2H-1,2,3-triazol-4-yl)sulfonyl)-1-(4-fluorophenyl)-4,4a,5,6,7,8,8a,9-octahydro-1H-pyrazolo[3,4-g]isoquinolin-4a-yl)(4-(trifluoromethyl)pyridin-2-yl)methanone